(2S,11S,11aR)-7-fluoro-6-isopropoxy-8,11-dimethyl-2-((2-oxo-1,2,3,4-tetrahydro-1,6-naphthyridin-7-yl)oxy)-2,3,11,11a-tetrahydro-1H,5H-benzo[f]pyrrolo[2,1-c][1,4]oxazepin-5-one FC=1C(=CC2=C(C(N3[C@@H]([C@@H](O2)C)C[C@@H](C3)OC3=NC=C2CCC(NC2=C3)=O)=O)C1OC(C)C)C